5-(trifluoroMethyl)-3-azabicyclo[3.1.0]hexane-1-carboxamide hydrochloride Cl.FC(C12CNCC2(C1)C(=O)N)(F)F